4-(5-(3,5-dimethoxyphenyl)-5-methylhexyl)morpholine COC=1C=C(C=C(C1)OC)C(CCCCN1CCOCC1)(C)C